C1(CC1)C1=C(C=NC2=CC=CN=C12)NC1=CC=C(C=C1)[C@H](C(F)(F)F)N(C(=O)C1CCC(CC1)C(=O)NN)C (1r,4S)-N-((S)-1-(4-((4-cyclopropyl-1,5-naphthyridin-3-yl)amino)phenyl)-2,2,2-trifluoroethyl)-4-(hydrazinecarbonyl)-N-methylcyclohexane-1-carboxamide